C1(=CC=CC=C1)N1C(=NC2=C1C=CC=C2)C2=CC(=CC(=C2)C2=NC1=C(N2C2=CC=CC=C2)C=CC=C1)C1=NC2=C(N1C1=CC=CC=C1)C=CC=C2 1,3,5-tris(N-phenyl-benzoimidazol-2-yl)benzene